6-chloro-1-(cyclopent-2-en-1-ylmethyl)-4,9-dihydro-3H-pyrido[3,4-b]indole ClC=1C=C2C3=C(NC2=CC1)C(=NCC3)CC3C=CCC3